4-amino-5-chloro-2,3-dihydro-7-benzofuran NC=1CCOC=2C1C(=CC2)Cl